(E)-3-(4-chlorophenyl)-4-phenyl-N-((E)-pyrrolidin-2-ylidene)-N'-((4-(trifluoromethyl)phenyl)sulfonyl)-5,6-dihydropyridazine-1(4H)-carboximidamide ClC1=CC=C(C=C1)C1=NN(CCC1C1=CC=CC=C1)/C(/N=C\1/NCCC1)=N/S(=O)(=O)C1=CC=C(C=C1)C(F)(F)F